N-hydroxy-4-(4-(trifluoromethyl)benzyl)-3,4-dihydro-2H-benzo[b][1,4]oxazine-6-carboxamide ONC(=O)C1=CC2=C(OCCN2CC2=CC=C(C=C2)C(F)(F)F)C=C1